Di-tert-butyl (E)-diazen-1,2-dicarboxylate N(=N\C(=O)OC(C)(C)C)/C(=O)OC(C)(C)C